NC1=NC2=CC(=CC=C2C=C1)CN(C(=O)C1=NC=C2N1C=CC=C2)C2=C(C=CC=C2)S(=O)(=O)C N-[(2-aminoquinolin-7-yl)methyl]-N-(2-methanesulfonylphenyl)imidazo[1,5-a]pyridine-3-carboxamide